1-((1-methyl-1H-pyrazol-3-yl)methyl)-4-(3-(4-(trifluoromethyl)phenyl)-1H-pyrazolo[4,3-b]pyridin-1-yl)pyridin-2(1H)-one CN1N=C(C=C1)CN1C(C=C(C=C1)N1N=C(C2=NC=CC=C21)C2=CC=C(C=C2)C(F)(F)F)=O